OC(C)(C)C=1SC(=CN1)S(=O)(N)=NC(NC1=C2CCC(C2=C2CCCC2=C1)=O)=O 2-(2-hydroxypropan-2-yl)-N'-((1-oxo-1,2,3,6,7,8-hexahydro-as-indacen-4-yl)carbamoyl)thiazole-5-sulfonimidamide